(4-(6-(5,6-dimethoxypyridin-3-yl)-4-methylquinazolin-8-yl)phenyl)-1-hydroxycyclopropane-1-carboxamide COC=1C=C(C=NC1OC)C=1C=C2C(=NC=NC2=C(C1)C1=CC=C(C=C1)C1C(C1)(C(=O)N)O)C